2,2'-azobis[N-(2-hydroxy-ethyl)-2-methylpropionamidine] Dihydrochloride Cl.Cl.N(=NC(C(=N)NCCO)(C)C)C(C(=N)NCCO)(C)C